COCC(=O)NC1=CC=C(C=C1)C 2-methoxy-N-(p-tolyl)acetamide